6-((1S,2S)-2-phenylcyclopropanecarbonyl)-2-(1-phenylcyclopropyl)-5,6,7,8-tetrahydropyrido[4,3-d]pyrimidin-4(3H)-one C1(=CC=CC=C1)[C@@H]1[C@H](C1)C(=O)N1CC2=C(N=C(NC2=O)C2(CC2)C2=CC=CC=C2)CC1